C(C=1C(O)=CC=CC1)(=O)[O-].C(C=1C(O)=CC=CC1)(=O)[O-].C(C=1C(O)=CC=CC1)(=O)[O-].[Mg+2].OCC[N+](C)(C)C choline magnesium trisalicylate